COCCS(=O)(=O)NCCCN(CCCCCCCC(=O)OCCC(CCCC)CCCC)CCCCCCCC(OCCC(CCCCC)CCCCC)=O 3-butylheptyl 8-((3-((2-methoxyethyl)sulfonamido)propyl)(8-oxo-8-((3-pentyloctyl)oxy)octyl)amino)octanoate